4-(6-(6-((6-Methoxypyridin-3-yl)methyl)-3,6-diazabicyclo[3.1.1]heptan-3-yl)pyridin-3-yl)-6-(2-(methylsulfonyl)ethoxy)pyrazolo[1,5-a]pyridine-3-carbonitrile COC1=CC=C(C=N1)CN1C2CN(CC1C2)C2=CC=C(C=N2)C=2C=1N(C=C(C2)OCCS(=O)(=O)C)N=CC1C#N